C1(=CC=CC2=CC=CC=C12)CCN R-(1-naphthyl)ethylamine